C12CNCC(CC1)N2C=2C=C1CN(C(C1=CC2)=O)N2C(NC(CC2)=O)=O 1-(5-(3,8-diazabicyclo[3.2.1]octan-8-yl)-1-oxoisoindolin-2-yl)dihydropyrimidine-2,4(1H,3H)-dione